COC1=C2C(=C(NC2=CC=C1)C)CCN(C)C 2-(4-methoxy-2-methyl-1H-indol-3-yl)-N,N-dimethylethan-1-amine